C(C)C1=CC2=C(C(C=3NC4=CC(=CC=C4C3C2=O)C#N)(C)C)C=C1N1CCNCC1 9-ethyl-6,6-dimethyl-11-oxo-8-(piperazin-1-yl)-5H,6H,11H-benzo[b]carbazole-3-carbonitrile